2-cyclopropyl-N-(3-ethoxy-5-(3-((4-methyl-4H-1,2,4-triazol-3-yl)methyl)oxetan-3-yl)phenyl)-6-methylpyrimidine-4-carboxamide C1(CC1)C1=NC(=CC(=N1)C(=O)NC1=CC(=CC(=C1)C1(COC1)CC1=NN=CN1C)OCC)C